C1(CC1)C1=CC(=CC(=N1)N1C=C(C=2C=C(NC2C1=O)CC1(CCCCC1)O)C#N)C1=C(C=C(C=C1)F)C1=NN=CN1C 6-{6-cyclopropyl-4-[4-fluoro-2-(4-methyl-4H-1,2,4-triazol-3-yl)phenyl]-2-pyridyl}-2-[(1-hydroxycyclohexyl)methyl]-7-oxo-1,6-dihydro-1,6-diaza-4-indenecarbonitrile